FC1=C(OCC2=NC=CC(=N2)OC2CCN(CC2)C(C(=O)OC(C)(C)C)C)C=CC(=C1)F tert-Butyl 2-(4-((2-((2,4-difluorophenoxy)methyl)pyrimidin-4-yl)oxy)piperidin-1-yl)propanoate